1,3-dimethyl-N-((3R)-1,1,3-trimethyl-2,3-dihydro-1H-inden-4-yl)1H-pyrazole-4-carboxamide CN1N=C(C(=C1)C(=O)NC1=C2[C@@H](CC(C2=CC=C1)(C)C)C)C